O1[C@@H](COCC1)COC=1N2CCC3=C(C2=C(C(C1)=O)C)C=CC(=C3)N3CC(CCC3)F 4-[[(2S)-1,4-dioxan-2-yl]methoxy]-9-(3-fluoro-1-piperidyl)-1-methyl-6,7-dihydrobenzo[a]quinolizin-2-one